C(C)NC=1C(=CC(=CC1)I)N N1-ethyl-4-iodobenzene-1,2-diamine